NC1=C(C=C(C(=O)OC)C=C1)NCC1=CN=NN1CC methyl 4-amino-3-(((1-ethyl-1H-1,2,3-triazol-5-yl)methyl)amino)benzoate